(1-ethoxyvinyl)tributylstannane C(C)OC(=C)[Sn](CCCC)(CCCC)CCCC